N-(8,9-difluoro-4-hydroxy-6-oxo-1,2,3,4,5,6-hexahydrophenanthridin-1-yl)-5,6-difluoro-N-methyl-1H-indole-2-carboxamide FC=1C=C2C(NC=3C(CCC(C3C2=CC1F)N(C(=O)C=1NC2=CC(=C(C=C2C1)F)F)C)O)=O